1-(2,3-xylyl)guanidine C1(=C(C(=CC=C1)C)C)NC(=N)N